FC=1C=C(C=C(C1F)F)C=1N=NN(C1)[C@@H]1[C@H]([C@@H](SC2=CC(=CC=C2)OCC)O[C@@H]([C@@H]1O)CO)O 3-Ethoxyphenyl 3-deoxy-3-[4-(3,4,5-trifluorophenyl)-1H-1,2,3-triazol-1-yl]-1-thio-α-D-galactopyranoside